C(CCCCCCCC)(=O)[O-].[Ni+2].C(CCCCCCCC)(=O)[O-] nickel pelargonate